NC1=CC2=C(N(C([C@H](O2)C)=O)C(C)C2=NC(=CN=C2)C(F)(F)F)C=C1 (2R)-7-amino-2-methyl-4-{1-[6-(trifluoromethyl)pyrazin-2-yl]ethyl}-2H-1,4-benzoxazin-3-one